C(C)(C)(C)OC(=O)N1[C@H](CC[C@@H](C1)NC(C1=CC(=C(C=C1)C)Cl)=O)C=1OC(=NN1)OCCOC(F)(F)F (2r,5s)-5-[(3-chloro-4-methyl-benzoyl)amino]-2-[5-[2-(trifluoromethoxy)ethoxy]-1,3,4-oxadiazol-2-yl]piperidine-1-carboxylic acid tert-butyl ester